C1(CC1)C1=CC=C(C(N1C=1C=NC(=CC1C)OC)=O)C(=O)NC1=CC(=C(C=C1)OC1=CC=NC2=CC(=C(C=C12)OC)OC)F 6-cyclopropyl-N-[4-[(6,7-dimethoxy-4-quinolyl)oxy]-3-fluoro-phenyl]-1-(6-methoxy-4-methyl-3-pyridyl)-2-oxo-pyridine-3-carboxamide